3-(4-chlorophenyl)-2,2-dimethyl-3-oxopropyl 4-methylbenzenesulfonate CC1=CC=C(C=C1)S(=O)(=O)OCC(C(=O)C1=CC=C(C=C1)Cl)(C)C